N(=C=S)C1=CC(=NN1C)C 5-isothiocyanato-1,3-dimethyl-1H-pyrazole